6-cyclopentyl-5-methyl-2-phenyl-3-(piperidin-1-yl)pyrazolo[1,5-a]pyrimidin-7(4H)-one C1(CCCC1)C1=C(NC=2N(C1=O)N=C(C2N2CCCCC2)C2=CC=CC=C2)C